Isononanoaldehyde C(CCCCCC(C)C)=O